O=C1/C(/CCC=2C=CC(=CC12)S(=O)(=O)N)=C/C1=C(C=CC=C1)C=1N=CN(C1)C(C1=CC=CC=C1)(C1=CC=CC=C1)C1=CC=CC=C1 (E)-8-oxo-7-(2-(1-trityl-1H-imidazol-4-yl)benzylidene)-5,6,7,8-tetrahydronaphthalene-2-sulfonamide